3-isopropyl-1-methyl-1-(7-(6-(2-(piperidin-1-yl)ethoxy)pyridin-3-yl)quinoxalin-2-yl)urea C(C)(C)NC(N(C1=NC2=CC(=CC=C2N=C1)C=1C=NC(=CC1)OCCN1CCCCC1)C)=O